2-[6-[(4aR,8aR)-7-methyl-2,3,4,4a,5,6,8,8a-octahydro-1,7-naphthyridin-1-yl]pyridazin-3-yl]-3,5-dimethyl-phenol CN1CC[C@H]2CCCN([C@H]2C1)C1=CC=C(N=N1)C1=C(C=C(C=C1C)C)O